C(C)(=O)C=1C=C(C=CC1)NC(=O)NC=1C(=C2C(N(C=NC2=CC1)CCOC)=O)C(C)C 1-(3-acetylphenyl)-3-(5-isopropyl-3-(2-methoxyethyl)-4-oxo-3,4-dihydroquinazolin-6-yl)urea